N1CC(=CC2=CC=CN=C12)C(=O)O [1,8]naphthyridine-3(2H)-carboxylic acid